4-morpholino-N-phenyl-7-(tetrahydrofuran-2-yl)pyrido[3,2-d]pyrimidin-2-amine O1CCN(CC1)C=1C2=C(N=C(N1)NC1=CC=CC=C1)C=C(C=N2)C2OCCC2